CC(C)(OCCCCN)C 4-(1,1-dimethylethoxy)butylamine